1-(2-bromo-4-methylphenyl)-1H-pyrrole-2,5-dione BrC1=C(C=CC(=C1)C)N1C(C=CC1=O)=O